N1C=2C(CC1)CCC2 Hexahydrocyclopenta[b]pyrrole